4-Fluorothiophene-3-carboxylic acid FC=1C(=CSC1)C(=O)O